C1(=CC=CC=C1)C1=C(C=CC(=C1)C1=CC=CC=C1)Br 2,4-diphenylbromobenzene